tert-Butyl (1S,4S)-5-[4-[3-chloro-2-fluoro-4-[(1-fluorocyclopropyl)methoxy]anilino]-7-fluoro-pyrido[3,2-d]pyrimidin-6-yl]-2,5-diazabicyclo[2.2.1]heptane-2-carboxylate ClC=1C(=C(NC=2C3=C(N=CN2)C=C(C(=N3)N3[C@@H]2CN([C@H](C3)C2)C(=O)OC(C)(C)C)F)C=CC1OCC1(CC1)F)F